CN1N=NN=C1NC(C1=CC=CC=C1)=O N-(1-methyl-1H-tetrazol-5-yl)benzamide